2-ethyl-4-methyl-3,5,6-trifluorobenzyl (1R)-trans-3-(2-cyano-1-propenyl)-2,2-dimethylcyclopropanecarboxylate C(#N)C(=C[C@H]1C([C@@H]1C(=O)OCC1=C(C(=C(C(=C1F)F)C)F)CC)(C)C)C